4-[(2-methoxyphenyl)methyl]-1-tetrahydropyran-2-yl-pyrazole-3-carboxylic acid ethyl ester C(C)OC(=O)C1=NN(C=C1CC1=C(C=CC=C1)OC)C1OCCCC1